N1=CC(=CC=C1)CC(=O)O 3-pyridineacetic acid